S-nitroso-acetylpenicillamine N(=O)SC([C@H](NC(C)=O)C(=O)O)(C)C